4-decenoylcarnitine C(CCC=CCCCCC)(=O)C(O)(C[N+](C)(C)C)CC([O-])=O